(R)-2-(5-Fluoro-1-oxoisoindolin-2-yl)propanoic acid FC=1C=C2CN(C(C2=CC1)=O)[C@@H](C(=O)O)C